N=1NC(=C2C1CSC2)O 2H,4H,6H-thieno[3,4-c]Pyrazol-3-ol